CN1C(CNCC1)C(=O)N1CCN(CC1)C1=NC=C(C=N1)C(F)(F)F (1-methylpiperazin-2-yl)-[4-[5-(trifluoromethyl)pyrimidin-2-yl]piperazin-1-yl]methanone